benzyl 3-amino-2-thiocyanobutyrate NC(C(C(=O)OCC1=CC=CC=C1)SC#N)C